((1R)-1-(3-(((1H-indol-5-yl)methyl)amino)-2-benzyl-3-oxopropionamido)-2-(benzofuran-3-yl)ethyl)boric acid N1C=CC2=CC(=CC=C12)CNC(C(C(=O)N[C@@H](CC1=COC2=C1C=CC=C2)OB(O)O)CC2=CC=CC=C2)=O